C1(CCCCC1)CS(=O)(=O)NC1=NOC2=C1C(=CC(=C2)CN2N=C1C(=C2)CN(C1)CC#CCN(C)C)OC 1-cyclohexyl-N-(6-((5-(4-(dimethylamino)but-2-ynyl)-5,6-dihydropyrrolo[3,4-c]pyrazol-2(4H)-yl)methyl)-4-methoxybenzo[d]isoxazol-3-yl)methanesulfonamide